4-chloro-6-(morpholin-4-yl)pyridine-2-carbohydrazide ClC1=CC(=NC(=C1)N1CCOCC1)C(=O)NN